C1(CC1)C[C@@H](C(=O)OCC1=C(C(=O)OC)C=CC=C1)NC(C[C@H]1N(C(CC1)=O)CC1=C(C(=CC=C1)F)F)=O Methyl 2-((((S)-3-cyclopropyl-2-(2-((S)-1-(2,3-difluorobenzyl)-5-oxopyrrolidin-2-yl)acetamido)propanoyl)oxy)methyl)benzoate